ClC1=CC=C2C(=C1)NC(C21[C@H]([C@@H](N[C@H]1CC(C)(C)C)C(=O)NC1CCC(CC1)O)C1=C(C(=CC=C1)Cl)F)=O (2'R,3'S,5'S)-6-chloro-3'-(3-chloro-2-fluorophenyl)-5'-(2,2-dimethylpropyl)-N-(4-hydroxycyclohexyl)-2-oxospiro[1H-indole-3,4'-pyrrolidine]-2'-carboxamide